(2S)-4-methylbenzenesulfonic anhydride CC1=CC=C(C=C1)S(=O)(=O)OS(=O)(=O)C1=CC=C(C=C1)C